methyl 2-(3-(N-((4-(3-chloro-4-(dimethylamino) phenyl)bicyclo[2.2.2]octan-1-yl)methyl) cyclohexanecarboxamido)phenoxy)acetate ClC=1C=C(C=CC1N(C)C)C12CCC(CC1)(CC2)CN(C(=O)C2CCCCC2)C=2C=C(OCC(=O)OC)C=CC2